5-(4-((2-(3-ethylureido)-3-fluoropyridin-4-yl)methyl)piperidin-1-yl)-N,6-dimethylpicolinamide C(C)NC(NC1=NC=CC(=C1F)CC1CCN(CC1)C=1C=CC(=NC1C)C(=O)NC)=O